C(#C)C1(CCN(CC1)C1CCN(CC1)C(=O)OC(C)(C)C)O tert-Butyl 4-ethynyl-4-hydroxy-[1,4'-bipiperidine]-1'-carboxylate